Cl.CN1N=CC(=C1)C=1C(=NC=CC1)N1CCN(CC1)[C@H]1CC2(CNC2)CC1 6(R)-(4-(3-(1-methyl-1H-pyrazol-4-yl)pyridin-2-yl)piperazin-1-yl)-2-azaspiro[3.4]octane hydrochloride